C1(CC1)C(=O)N1CCN(CC1)C1=NC=NC=2NC3=CC(=CC=C3C21)S(=O)(=O)NC2(CC2)C 4-(4-(cyclopropanecarbonyl)piperazin-1-yl)-N-(1-methylcyclopropyl)-9H-pyrimido[4,5-b]indole-7-sulfonamide